1-(2-(1H-pyrrolo[2,3-b]pyridine-4-carbonyl)-2-azaspiro[3.3]heptan-6-yl)-1-methyl-3-(3-(trifluoromethyl)phenyl)urea N1C=CC2=C1N=CC=C2C(=O)N2CC1(C2)CC(C1)N(C(=O)NC1=CC(=CC=C1)C(F)(F)F)C